C(C)(=O)OCCC1C(CCCC1)=O 2-(acetoxyethyl)cyclohexanone